7-Methyl-N-((1s,4s)-4-((7-morpholino-1,6-naphthyridin-5-yl)oxy)cyclohexyl)-[1,2,4]triazolo[1,5-a]pyridin-6-amine CC1=CC=2N(C=C1NC1CCC(CC1)OC1=C3C=CC=NC3=CC(=N1)N1CCOCC1)N=CN2